4-(oxetan-3-yloxy)-2-[[(1R,3S)-3-(5,6,7,8-tetrahydro-[1,2,4]triazolo[4,3-a]pyrazin-3-yl)cyclohexyl]amino]pyrimidine-5-carbonitrile O1CC(C1)OC1=NC(=NC=C1C#N)N[C@H]1C[C@H](CCC1)C1=NN=C2N1CCNC2